C[Si](C)(C)OC(/C=N/[Si](C)(C)C)=O (E)-N-(trimethylsilyl)iminoacetic acid trimethylsilyl ester